4-((2-chloro-6,7-dimethoxyquinazolin-4-yl)amino)benzonitrile ClC1=NC2=CC(=C(C=C2C(=N1)NC1=CC=C(C#N)C=C1)OC)OC